C(C)OP(=O)(NCC1=CC(=CC=C1)Cl)CC1=NC=C(C=C1)C1=NOC(=N1)C(F)(F)Cl.C(C1=CC=CC=C1)[N+]1=C(C=CC=C1)C benzyl-2-methyl-pyridinium ethyl-N-(3-chlorobenzyl)-P-((5-(5-(chlorodifluoromethyl)-1,2,4-oxadiazol-3-yl)pyridin-2-yl)methyl)phosphonamidate